2-(2,6-dimethoxypyridin-3-yl)-N-(4-(1-methyl-4-(trifluoromethyl)-1H-imidazol-2-yl)benzyl)-7H-purin-6-amine COC1=NC(=CC=C1C1=NC(=C2NC=NC2=N1)NCC1=CC=C(C=C1)C=1N(C=C(N1)C(F)(F)F)C)OC